N1C=CC2=CC=C(C=C12)C1=C(C=C(C=C1)C1=NNC(OC1)=O)C(F)(F)F 5-[4-(1H-indol-6-yl)-3-(trifluoromethyl)phenyl]-3,6-dihydro-2H-1,3,4-oxadiazin-2-one